O1CCCC=C1B(O)O 3,4-DIHYDRO-2H-PYRAN-6-YLBORONIC ACID